(t-butoxy)tantalum C(C)(C)(C)O[Ta]